tert-Butyl 4-[3-[4-[3-[7-amino-2-(2-hydroxyphenyl)imidazo[1,2-a]pyrimidin-6-yl]prop-2-ynyl]-1-piperidyl]cyclobutoxy]piperidine-1-carboxylate NC1=NC=2N(C=C1C#CCC1CCN(CC1)C1CC(C1)OC1CCN(CC1)C(=O)OC(C)(C)C)C=C(N2)C2=C(C=CC=C2)O